CC1=NC=2C(=NC=C(C2)O)N1C1CC(C1)(C)O 2-methyl-3-[(cis)-3-hydroxy-3-methylcyclobutyl]imidazo[4,5-b]pyridin-6-ol